(1S,3S)-3-(3-bromophenyl)-3-(4-methyl-4H-1,2,4-triazol-3-yl)cyclobutane-1-ol BrC=1C=C(C=CC1)C1(CC(C1)O)C1=NN=CN1C